5-bromo-4-(methoxymethyl)thiophene-2-carboxylic acid BrC1=C(C=C(S1)C(=O)O)COC